2,2-disilylpropylsilane [SiH3]C(C[SiH3])(C)[SiH3]